BrC=1C=C(C=2N(C1)N=C(C2)N(C)C)OC 6-bromo-4-methoxy-N,N-dimethylpyrazolo[1,5-a]pyridin-2-amine